ClC1=NC=C(C(=N1)NC=1C=CC=C2C(CN(C12)S(=O)(=O)C)C)Cl N-(2,5-dichloropyrimidin-4-yl)-3-methyl-1-(methylsulfonyl)indolin-7-amine